Ethyl (S)-3-(2'-(but-3-en-1-yloxy)-4,4'-difluoro-5,6'-dimethyl-[1,1'-biphenyl]-3-yl)-3-((tert-butoxycarbonyl)amino)propanoate C(CC=C)OC1=C(C(=CC(=C1)F)C)C1=CC(=C(C(=C1)C)F)[C@H](CC(=O)OCC)NC(=O)OC(C)(C)C